C1(CCCC1)N1C2=C(N(C(C(C1)(F)F)=O)C)C=NC(=N2)NC2=C(C=C(C(=O)O)C=C2)OC 4-((9-cyclopentyl-7,7-difluoro-5-methyl-6-oxo-6,7,8,9-tetrahydro-5H-pyrimido[4,5-b][1,4]diazepin-2-yl)amino)-3-methoxybenzoic acid